C(C)(C)(C)C1N(CCC(C1)N1N=C(C=C1)F)C(=O)OC[C@@]1(CCCC2=CC(=CC=C12)Br)N (S)-(1-amino-6-bromo-1,2,3,4-tetrahydronaphthalen-1-yl)methanol tert-butyl-4-(3-fluoro-1H-pyrazol-1-yl)piperidine-1-carboxylate